FC=1C=C(C=C2CCN3[C@@H](C12)CC[C@@H]3C)C(=O)NO (3S,10bR)-10-fluoro-N-hydroxy-3-methyl-1,2,3,5,6,10b-hexahydropyrrolo[2,1-a]isoquinoline-8-carboxamide